NC=1C=C(C=NC1)CN1C(N[C@@H](C1)C(F)(F)F)=O (S)-1-((5-Aminopyridin-3-yl)methyl)-4-(trifluoromethyl)-imidazolidin-2-one